(2R,4R)-1-(3-chloro-2-fluorobenzyl)-4-((4-chloro-3-fluoro-5-meth-yl-6-((5-methyl-1H-pyrazol-3-yl)amino)pyridin-2-yl)methyl)-2-methylpiperidine-4-carboxylic acid ClC=1C(=C(CN2[C@@H](C[C@@](CC2)(C(=O)O)CC2=NC(=C(C(=C2F)Cl)C)NC2=NNC(=C2)C)C)C=CC1)F